C(C)OC(=O)C1=CN(C2=CC(=C(C=C2C1=O)F)Cl)CC 7-chloro-1-ethyl-6-fluoro-1,4-dihydro-4-oxo-quinoline-3-carboxylic acid ethyl ester